9-bromo-2,3,4,5-tetrahydro-1H-benzo[c]azepine BrC1=CC=CC2=C1CNCCC2